4-((4'-carbamoyl-[1,1'-biphenyl]-4-yl)oxy)-1H-1,2,3-triazole C(N)(=O)C1=CC=C(C=C1)C1=CC=C(C=C1)OC=1N=NNC1